The molecule is a cyclic hexapeptide echinocandin antibiotic which exerts its effect by inhibiting the synthesis of 1,3-beta-D-glucan, an integral component of the fungal cell wall. It is used as the sodium salt for the treatment of invasive candidiasis, and of aspergillosis in patients who are intolerant of other therapy. It has a role as an antiinfective agent. It is an echinocandin and an antibiotic antifungal drug. CCCCCOC1=CC=C(C=C1)C2=CC(=NO2)C3=CC=C(C=C3)C(=O)N[C@H]4C[C@H]([C@H](NC(=O)[C@@H]5[C@H]([C@H](CN5C(=O)[C@@H](NC(=O)[C@@H](NC(=O)[C@@H]6C[C@H](CN6C(=O)[C@@H](NC4=O)[C@@H](C)O)O)[C@@H]([C@H](C7=CC(=C(C=C7)O)OS(=O)(=O)O)O)O)[C@@H](CC(=O)N)O)C)O)O)O